ClC1CN(S(N(C1)C1=C(C=C(C=C1Cl)Cl)Cl)(=O)=O)CC(=O)NC1C2CC3(CC(CC1C3)C2)C(=O)N 4-(2-(4-chloro-1,1-dioxido-6-(2,4,6-trichlorophenyl)-1,2,6-thiadiazinan-2-yl)acetamido)adamantane-1-carboxamide